4-(1-(2-iodobenzoyl)-1H-pyrrolo[2,3-c]pyridin-4-yl)benzonitrile IC1=C(C(=O)N2C=CC=3C2=CN=CC3C3=CC=C(C#N)C=C3)C=CC=C1